[Cl-].CC1(C(CC1)[NH3+])C (2,2-Dimethylcyclobutyl)ammonium chloride